ClC=1N=CC(=NC1)CNC(=O)C1=C(OC=2N=CN=C(C21)NC2(CC2)C)C N-[(5-chloropyrazin-2-yl)methyl]-6-methyl-4-[(1-methylcyclopropyl)amino]furo[2,3-d]pyrimidine-5-carboxamide